CSC1=CC=C(C=C1)SC(P(O)(=O)O)P(O)(=O)O [4-(methylthio)phenylthio]-methanebisphosphonic acid